butyl iminomalonate N=C(C(=O)OCCCC)C(=O)[O-]